C(C)C=1C(=CC=C2C=C(C=C(C12)C1=C(C=2N=C(N=C(C2C=N1)N1C[C@@](CCC1)(O)C)OC[C@@]12CCCN2[C@H](CC1)COC)F)O)F (R)-1-(7-(8-ethyl-7-fluoro-3-hydroxynaphthalen-1-yl)-8-fluoro-2-(((3R,7aR)-3-(methoxymethyl)hexahydro-1H-pyrrolizin-7a-yl)methoxy)pyrido[4,3-d]pyrimidin-4-yl)-3-methylpiperidin-3-ol